rac-6-bromo-1,2,3,4-tetrahydronaphthalen BrC=1C=C2CCCCC2=CC1